CN(CCCCNC1=C(C=CC(=C1)F)S(=O)(=O)NC1=C(C2=C([C@@H]3[C@H](CO2)C3)C=C1)C(=O)O)C |r| (1aRS,7bSR)-5-[2-(4-dimethylaminobutylamino)-4-fluorobenzenesulfonyl-amino]-1,1a,2,7b-tetrahydrocyclopropa[c]benzopyran-4-carboxylic acid